N-(3-chloro-4-cyanophenyl)-6,7,8,9-tetrahydro-5H-5,8-epiminocyclohepta[d]-pyrimidine-10-carboxamide ClC=1C=C(C=CC1C#N)NC(=O)N1C2CCC1CC=1N=CN=CC12